NCC#CC=1C=C(C=CC1O)NC(CCCNC(C[C@H]1C=2N(C3=C(C(=N1)C1=CC=C(C=C1)Cl)C(=C(S3)C)C)C(=NN2)C)=O)=O (S)-N-(3-(3-aminoprop-1-yn-1-yl)-4-hydroxyphenyl)-4-(2-(4-(4-chlorophenyl)-2,3,9-trimethyl-6H-thieno[3,2-f][1,2,4]triazolo[4,3-a][1,4]diazepin-6-yl)acetamido)butanamide